C(C)(C)(C)OC(=O)N1C(C2(C[C@H]1C)NC(COC2)=O)COC2CCC(CC2)=NNS(=O)(=O)C2=CC=C(C=C2)C (3R)-3-methyl-1-[({4-[(4-methylbenzenesulfonamido)imino]cyclohexyl}oxy)-methyl]-7-oxo-9-oxa-2,6-diazaspiro[4.5]decane-2-carboxylic acid tert-butyl ester